trifluoromethanesulfonic acid [6-amino-7-cyano-5-[5-(methoxymethyloxy)-2-methyl-phenyl] pyrrolo[2,3-b]pyrazin-3-yl] ester NC1=C(C=2C(=NC(=CN2)OS(=O)(=O)C(F)(F)F)N1C1=C(C=CC(=C1)OCOC)C)C#N